2-(3-fluoro-2-((5-(pyrrolidine-1-carbonyl)indolin-1-yl)methyl)allyl)isoindoline-1,3-dione FC=C(CN1C(C2=CC=CC=C2C1=O)=O)CN1CCC2=CC(=CC=C12)C(=O)N1CCCC1